bis(tert-butyl)peroxid C(C)(C)(C)OOC(C)(C)C